C(C#CC)(=O)N1CCN(CC1)C=1C=NC=CC1C1=CC(=C(CNC(=O)C2=NOC(=N2)C(C)(C)C)C=C1)C N-(4-(3-(4-(but-2-ynoyl)piperazin-1-yl)pyridin-4-yl)-2-methylbenzyl)-5-(tert-butyl)-1,2,4-oxadiazole-3-carboxamide